N1C=C(C2=CC=CC=C12)C(=O)N Indole-3-amide